1,4-Dinitroso-benzol N(=O)C1=CC=C(C=C1)N=O